FC1=C(C=C(C=C1)F)N1C(N(C(C1)C#N)C1=CN=CC2=CC=CC=C12)=O 1-(2,5-difluorophenyl)-3-(isoquinolin-4-yl)-2-oxoimidazolidine-4-carbonitrile